N-[1-(azetidin-3-yl)ethyl]-5-[4-(trifluoromethyl)phenoxy]naphthalene-2-carboxamide N1CC(C1)C(C)NC(=O)C1=CC2=CC=CC(=C2C=C1)OC1=CC=C(C=C1)C(F)(F)F